O1N=C(C2=C1C=CC=C2)C2=C(C=C(C=C2)C)[C@H](CC2=NC=CC=C2)NC(OC(C)(C)C)=O tert-butyl (S)-{1-[2-(benzo[d]isoxazol-3-yl)-5-methylphenyl]-2-(pyridine-2-yl)ethyl}carbamate